5-sulfodichlorophenol C1=C(C=C(C(=C1O)Cl)Cl)S(=O)(=O)O